FC=1C=CC(=NC1)[C@H](C)N1N=C(C2=C1N=C(NC2=O)[C@H]2[C@@H](CC2)C2=NC=CC=N2)C#N 1-((S)-1-(5-fluoropyridin-2-yl)ethyl)-4-oxo-6-((1R,2R)-2-(pyrimidin-2-yl)cyclobutyl)-4,5-dihydro-1H-pyrazolo[3,4-d]pyrimidine-3-carbonitrile